CS(=O)(=O)C1CCN(CC1)CCCN 3-(4-(methylsulfonyl)piperidin-1-yl)propan-1-amine